OC1=C(C(C(C(=C1CC=C(C)C)O)(CC=C(C)C)CC=C(C)C)=O)C(C(C)C)=O 3,5-dihydroxy-2-isobutyryl-4,6,6-tris(3-methylbut-2-en-1-yl)cyclohexa-2,4-dien-1-one